ClC=1C=C(C=CC1)C1(CN=C(O1)NC1=C2CCCC2=CC=2CCCC12)C(=O)[O-] 5-(3-chlorophenyl)-2-((1,2,3,5,6,7-hexahydro-s-indacen-4-yl) amino)-4,5-dihydrooxazole-5-carboxylate